BrC=1C=CC(=C(C1)B1OC(C(O1)(C)C)(C)C)OC(F)(F)F 2-(5-bromo-2-(trifluoromethoxy)phenyl)-4,4,5,5-tetramethyl-1,3,2-dioxaborolan